N'-[4-chloro-6-[2,6-dimethyl-4-(trifluoromethyl)phenyl]-5-(trifluoromethyl)pyrimidin-2-yl]-N,N-dimethyl-formamidine ClC1=NC(=NC(=C1C(F)(F)F)C1=C(C=C(C=C1C)C(F)(F)F)C)N=CN(C)C